O=C1C(=CC(C=C1)=C1C=C(C(C=C1)=O)C(=O)[O-])C(=O)[O-] 4,4'-dioxobiphenyl-3,3'-dicarboxylate